BrC1=C(C=NC2=CC=C(C=C12)F)N 4-Bromo-6-fluoroquinolin-3-amine